[Mn](=O)(=O)([O-])([O-])=O.[Co+2].[Ni+2].[Li+] lithium nickel-cobalt manganate oxide